NC(C(=O)OCC)C1=NN(C=C1)C ethyl 2-amino-2-(1-methyl-1H-pyrazol-3-yl)acetate